2-[4-[[5-(1-benzothien-3-yl)tetrazol-1-yl]methyl]phenyl]-5-(difluoromethyl)-1,3,4-oxadiazole S1C=C(C2=C1C=CC=C2)C2=NN=NN2CC2=CC=C(C=C2)C=2OC(=NN2)C(F)F